Cl.FC(C1=NC=CC(=C1)CN)F [2-(difluoromethyl)pyridin-4-yl]methanamine, hydrochloride salt